C1(CC1)C(CC=O)C 3-cyclopropanyl-butan-1-al